OC1=C(C=CC(=C1C=O)O)C=O 2,4-DIHYDROXY-BENZENE-1,3-DICARBALDEHYDE